N-(3-(4-Methylpiperazin-1-yl)phenyl)-7-((tetrahydrofuran-2-yl)methyl)-7H-pyrrolo[2,3-d]pyrimidin-2-amine CN1CCN(CC1)C=1C=C(C=CC1)NC=1N=CC2=C(N1)N(C=C2)CC2OCCC2